1-chloro-3,5-difluoro-4-iodo-2-methoxybenzene ClC1=C(C(=C(C(=C1)F)I)F)OC